OC1=C(C(=O)O)C=C(C=C1[N+](=O)[O-])S(F)(F)(F)(F)F 2-hydroxy-3-nitro-5-(pentafluoro-λ6-sulfaneyl)benzoic acid